5-chloro-2-((pyrazolo[1,5-a]pyrimidine-3-carboxamido)methyl)benzofuran-7-carboxylic acid ClC=1C=C(C2=C(C=C(O2)CNC(=O)C=2C=NN3C2N=CC=C3)C1)C(=O)O